FC=1C(=CC(=C2NC(C=3N(C12)C(=NN3)C)(C)C)C)C3=CC=CC=1N3C=CN1 9-Fluoro-8-imidazo[1,2-a]pyridin-5-yl-1,4,4,6-tetramethyl-5H-[1,2,4]triazolo[4,3-a]quinoxaline